CC1=NOC(=N1)C12CCC(CC1)(CC2)CN(C(C(C)C)=O)C=2C=C(C=CC2)/C=C/C(=O)OC methyl (E)-3-(3-(N-((4-(3-methyl-1,2,4-oxadiazol-5-yl)bicyclo[2.2.2]octan-1-yl)methyl) isobutyramido)phenyl)acrylate